2-[4-[2-[4-cyclohexylbutyl(cyclohexylcarbamoyl)amino]ethyl]phenyl]sulfanyl-2-methylpropanoic acid C1(CCCCC1)CCCCN(CCC1=CC=C(C=C1)SC(C(=O)O)(C)C)C(NC1CCCCC1)=O